C(=O)O.NCCC(=O)N1CC2(CCN(CC2)C2=C(C=C(C=C2)F)C(F)(F)F)C=2C=CC(=NC2C1)C1=C(C=CC=C1)OCC 3-amino-1-[2-(2-ethoxyphenyl)-1'-[4-fluoro-2-(trifluoromethyl)phenyl]spiro[6,8-dihydro-1,7-naphthyridine-5,4'-piperidine]-7-yl]propan-1-one formate salt